C(/C1=CC=CC=C1)=N\C1CCC(CC1)N(C(OC(C)(C)C)=O)C tert-butyl N-[4-[(E)-benzylideneamino]cyclohexyl]-N-methyl-carbamate